5-(2,4-difluorobenzylidene)-1,3-dimethylbarbituric acid FC1=C(C=C2C(N(C(N(C2=O)C)=O)C)=O)C=CC(=C1)F